3-(3-(2,4-Dioxotetrahydropyrimidine-1(2H)-yl)-4-ethylbenzoyl)-3-azaspiro[5.5]undecane-9-carbaldehyde O=C1N(CCC(N1)=O)C=1C=C(C(=O)N2CCC3(CC2)CCC(CC3)C=O)C=CC1CC